C1(=C([N+](=O)[O-])C=C([N+](=O)[O-])C=C1[N+](=O)[O-])C=1OC(=NN1)C1=C([N+](=O)[O-])C=C([N+](=O)[O-])C=C1[N+](=O)[O-] 2,5-dipicryl-1,3,4-oxadiazole